CCCCCCCCCCCCCCCCCCCCC(C(=O)O)O The molecule is a long-chain fatty acid that is behenic (docosanoic) acid substituted at position 2 by a hydroxy group. It has a role as a metabolite. It is a 2-hydroxy fatty acid and a long-chain fatty acid. It derives from a docosanoic acid. It is a conjugate acid of a 2-hydroxybehenate.